N[C@@H](CCNC(N)=N)C(=O)O Norarginin